N-[3,4-Bis(methyloxy)phenyl]-1-[(4-fluorophenyl)methyl]-1H-1,2,3-triazole-4-carboxamide COC=1C=C(C=CC1OC)NC(=O)C=1N=NN(C1)CC1=CC=C(C=C1)F